CC1(OC2=C(C=CC=C2CC1)CN1CCC2(CC1)COC1=C3CN(C(C3=CC=C12)=O)C1C(NC(CC1)=O)=O)C 3-(1'-((2,2-dimethylchroman-8-yl)methyl)-6-oxo-6,8-dihydro-2H,7H-spiro[furo[2,3-e]isoindole-3,4'-piperidin]-7-yl)piperidine-2,6-dione